O=C(C(C(C=O)=O)=O)NCCCNCCNCC trioxo-3-oxo-5,9,12-triazatetradecan